(S)-1-(pentan-3-yl)-7-(piperidin-3-ylamino)-2,6-naphthyridine-3-carbonitrile CCC(CC)C1=NC(=CC2=CN=C(C=C12)N[C@@H]1CNCCC1)C#N